(1-(1-(1-methoxyisoquinolin-5-yl)-5-(trifluoromethyl)-1H-pyrazol-4-yl)cyclopropyl)-2-(trifluoromethyl)pyridin-4-amine COC1=NC=CC2=C(C=CC=C12)N1N=CC(=C1C(F)(F)F)C1(CC1)C=1C(=NC=CC1N)C(F)(F)F